2-(cyclopropylmethylamino)propionitrile C1(CC1)CNC(C#N)C